N-[(1S)-2,2-dicyclopropyl-1-[[1-[2-cyclopropyl-1-[1-(cyclopropylmethyl)tetrazol-5-yl]ethyl]-3-fluoro-pyrazol-4-yl]carbamoyl]ethyl]-2-isopropyl-pyrazole-3-carboxamide C1(CC1)C([C@@H](C(NC=1C(=NN(C1)C(CC1CC1)C1=NN=NN1CC1CC1)F)=O)NC(=O)C=1N(N=CC1)C(C)C)C1CC1